ethyl 3-(4-bromophenyl)-4-cyano-1-(6-(hydroxymethyl)tetrahydro-2H-pyran-3-yl)-1H-pyrazole-5-carboxylate BrC1=CC=C(C=C1)C1=NN(C(=C1C#N)C(=O)OCC)C1COC(CC1)CO